BrC1=C(C=CC=C1)C1CNCCO1 2-(2-bromophenyl)morpholine